N-[2-(1H-indol-3-yl)ethyl]-N-propan-2-yl-propan-1-amine N1C=C(C2=CC=CC=C12)CCN(CCC)C(C)C